CN1CCN(CCCN(CCN(CCN(CCC(C1)CC1=C(C(=C(C=C1)F)F)F)C)C)C)C pentamethyl-16-(2,3,4-trifluorobenzyl)-1,4,7,11,14-pentaazacyclooctadecane